O1CCN(CC1)CCCNC1=CC=NC2=C(C=CC=C12)NC(C1=NC=CC=C1)=O N-(4-((3-morpholinopropyl)amino)quinolin-8-yl)picolinamide